C(C)(C)OC1=NC=CC(=C1)C1=NOC(=N1)[C@H](C)NC(=O)C1=CC(=NN1C)C(F)(F)F (S)-N-(1-(3-(2-isopropoxypyridin-4-yl)-1,2,4-oxadiazol-5-yl)ethyl)-1-methyl-3-(trifluoromethyl)-1H-pyrazole-5-carboxamide